benzyl ((trans)-3-(methylamino)cyclobutyl)carbamate CN[C@@H]1C[C@H](C1)NC(OCC1=CC=CC=C1)=O